C(#N)CCCC(C)(N(P(O)O)C(C)C)C1CCN(CC1)C(=O)C1=CC=2C(=C3CCCN4C3=C(C2)CCC4)OC1=O.CC=1C=C(SC1)C(C)=O 1-(4-Methylthiophen-2-yl)ethane-1-one 2-cyanoethyl-(1-(11-oxo-2,3,5,6,7,11-hexahydro-1H-pyrano[2,3-f]pyrido[3,2,1-ij]quinoline-10-carbonyl)piperidin-4-yl)diisopropylphosphoramidite